CC1(CC2=C(C(O1)(C)C)SC(=C2C(=O)N)NC([C@](C(F)(F)F)(C)O)=O)C 5,5,7,7-tetramethyl-2-[[(2S)-3,3,3-trifluoro-2-hydroxy-2-methyl-propionyl]amino]-4H-thieno[2,3-c]pyran-3-carboxamide